ClC=1C=C(C=C(C1F)I)CN (3-chloro-4-fluoro-5-iodo-phenyl)methanamine